5-chloro-1-((2-phenylpyrimidin-5-yl)methyl)-1H-Indazole-7-carboxylic acid ClC=1C=C2C=NN(C2=C(C1)C(=O)O)CC=1C=NC(=NC1)C1=CC=CC=C1